CC1=C(OC2=C(C=C(C=C2C1=O)C)[C@@H](C)OC=1C(=NC=CC1)C#N)C1=CC=CC=C1 3-[(1R)-1-(3,6-Dimethyl-4-oxo-2-phenyl-chromen-8-yl)ethoxy]pyridine-2-carbonitrile